C(#N)C1(CN(C1)C(=O)OC(C)(C)C)COC Tert-Butyl 3-cyano-3-(methoxymethyl)azetidine-1-carboxylate